5-{4-cyclopropyl-6-[(3R,5S)-3,5-dimethylpiperazin-1-yl]-1,8-naphthyridin-2-yl}-7-fluoro-2-methylindazol-6-ol C1(CC1)C1=CC(=NC2=NC=C(C=C12)N1C[C@H](N[C@H](C1)C)C)C1=CC2=CN(N=C2C(=C1O)F)C